1,4-methano-1,4,4a,5,10,10a-hexahydroanthracene C12C=CC(C3CC4CC=CC=C4C=C13)C2